(R)-piperidin-3-yl-(4-(2-(trifluoromethyl)quinolin-4-yl)piperazin-1-yl)methanone N1C[C@@H](CCC1)C(=O)N1CCN(CC1)C1=CC(=NC2=CC=CC=C12)C(F)(F)F